2,4-dihydroxy-5-methoxyl-pyrimidine OC1=NC=C(C(=N1)O)OC